CC=1OC(=CC1C(=O)NC1=NC(=NS1)CN1CCCC1)C1=CC(=CC=C1)OC(F)(F)F 2-Methyl-N-(3-(pyrrolidin-1-ylmethyl)-1,2,4-thiadiazol-5-yl)-5-(3-(trifluoromethoxy)phenyl)furan-3-carboxamide